C(C)(C)(C)OC(=O)N1CCC(CC1)NC1=NC=2N(C(=C1)N(C(=O)OC(C)(C)C)CC1=CC(=CC=C1)NC(C=C)=O)N=CC2C(C)C 4-((7-((3-acrylamidobenzyl)(tert-butoxycarbonyl)amino)-3-Isopropylpyrazolo[1,5-a]pyrimidin-5-yl)amino)piperidine-1-carboxylic acid tert-butyl ester